5-(5-(4-aminopiperidin-1-yl)-1,3,4-thiadiazol-2-yl)-4-(isopropylamino)pyridine NC1CCN(CC1)C1=NN=C(S1)C=1C(=CC=NC1)NC(C)C